3-[Tert-butyl-(dimethyl)silyl]oxy-2,3,4,7-tetrahydroazepine-1-carboxylic acid tert-butyl ester C(C)(C)(C)OC(=O)N1CC(CC=CC1)O[Si](C)(C)C(C)(C)C